CC1(C(N(C2=CC=CC=C12)C1(SOCC1)C)=O)C 3,3-dimethyl-N-(3-methyl-1,1-dioxathiolan-3-yl)-2-oxoindoline